C(C)(C)(C)OC(=O)N1C[C@@H](CC1)CC(=O)O (S)-2-(1-(tert-Butoxycarbonyl)pyrrolidin-3-yl)acetic acid